O1CCN(CC1)C1CC(=O)OCC1 β-morpholino-δ-valerolactone